8-amino-N-(5-(furan-2-yl)-1H-pyrazol-3-yl)-3-(2-methyl-5-(methylsulfonyl)phenyl)imidazo[1,2-a]pyrazine-6-carboxamide trifluoroacetate salt FC(C(=O)O)(F)F.NC=1C=2N(C=C(N1)C(=O)NC1=NNC(=C1)C=1OC=CC1)C(=CN2)C2=C(C=CC(=C2)S(=O)(=O)C)C